(6R,6aS,11aR)-14-(cyclopropylmethyl)-2-methoxy-8-methyl-9-phenyl-5,6,9,11-tetrahydro-6,11a-(epiminoethano)naphtho[2,1-f]indazol-6a(7H)-ol C1(CC1)CN1CC[C@@]23[C@@](CC4=C(N(N=C4C2)C2=CC=CC=C2)C)([C@H]1CC=1C=CC(=CC13)OC)O